5-chloro-2-[6-(chloromethyl)pyridazin-3-yl]-3-methylphenol ClC=1C=C(C(=C(C1)O)C=1N=NC(=CC1)CCl)C